ethyl-2-ethoxy-2-methyl-propionic acid C(C)CC(C(=O)O)(C)OCC